4,5-dihydroxy-1,3-dimethoxymethyl-2-imidazolidinone OC1N(C(N(C1O)COC)=O)COC